C1[C@H](C([C@@H](CC1(C(=O)O)OC(=O)/C=C/C2=CC(=C(C=C2)O)O)O)OC(=O)/C=C/C3=CC(=C(C=C3)O)O)O 1,4-dicaffeoylquinic acid